Cl.C(C=C)C1(NCCC1=C)CO (2-allyl-3-methylenepyrrolidin-2-yl)methanol, hydrochloride